N1=C(C=C(C=C1C(=O)[O-])C(=O)[O-])C(=O)[O-] 2,4,6-pyridinetricarboxylate